tert-butyl N-[rac-(1S,3R)-3-(hydroxymethyl)cyclopentyl]carbamate OC[C@H]1C[C@H](CC1)NC(OC(C)(C)C)=O |r|